C(#N)C[C@H]1CN(CCN1C(C(=C)F)=O)C1=C(C(=NC2=C(C(=NC=C12)C=1C=CC=C2CCCSC12)F)OC[C@H]1N(CCC1)C)CC#N 4-((S)-3-(cyanomethyl)-4-(2-fluoroacryloyl)piperazin-1-yl)-8-fluoro-2-(((S)-1-methylpyrrolidin-2-yl)methoxy)-7-(thiochroman-8-yl)-1,6-naphthyridine-3-acetonitrile